N,2,2,6,6-pentamethyl-N-[8-[1-(oxan-2-yl)pyrazol-4-yl]-6H-isochromeno[3,4-b]pyrazin-3-yl]piperidin-4-amine CN(C1CC(NC(C1)(C)C)(C)C)C1=CN=C2C(=N1)OCC=1C=C(C=CC12)C=1C=NN(C1)C1OCCCC1